tert-butyl (1r,4r)-4-acetamidocyclohexylcarbamate C(C)(=O)NC1CCC(CC1)NC(OC(C)(C)C)=O